(4-(((5-Bromopyridin-2-yl)methyl)amino)-7-methoxy-1,8-naphthyridin-3-yl)methanol tert-butyl-6-(4-((3-chloro-2-fluorophenyl)amino)quinazolin-6-yl)-1-azaspiro[3.3]heptane-1-carboxylate C(C)(C)(C)C1N(C2(C1)CC(C2)C=2C=C1C(=NC=NC1=CC2)NC2=C(C(=CC=C2)Cl)F)C(=O)OCC=2C=NC1=NC(=CC=C1C2NCC2=NC=C(C=C2)Br)OC